BrC=1N=C(N(C1Br)CC1=C(C=CC=C1)OC)C=1C=CC(=NC1)C(F)(F)F 5-(4,5-dibromo-1-(2-methoxybenzyl)-1H-imidazol-2-yl)-2-(trifluoromethyl)pyridine